Cl.ClC=1C=C(CNC2=CC(=NC=3N2N=CC3C3CC3)N[C@@H]3CNCCC3)C=CC1 (S)-N7-(3-chlorobenzyl)-3-cyclopropyl-N5-(piperidin-3-yl)pyrazolo[1,5-a]pyrimidine-5,7-diamine hydrochloride